FC1=CC=CC=2N=C(SC21)N 7-fluorobenzo-[d]thiazol-2-amine